1H,1'H-2,2'-biphenyl C1C(C=CC=C1)=C1CC=CC=C1